4-(chloromethyl)-2-iodo-1-methylbenzene ClCC1=CC(=C(C=C1)C)I